5-(5-((1S,2S)-2-(1H-benzo[d]imidazol-2-yl)cyclopropyl)-6-chloropyridin-3-yl)pyrimidine-2,4(1H,3H)-dione N1C(=NC2=C1C=CC=C2)[C@@H]2[C@H](C2)C=2C=C(C=NC2Cl)C=2C(NC(NC2)=O)=O